11-iodo-1,1-dinonyloxy-7-undecyne ICCCC#CCCCCCC(OCCCCCCCCC)OCCCCCCCCC